C(C)N(S(=O)(=O)C=1N=C2C(=NC1)N(C=C2)C(=O)OC(C)(C)C)C(C(F)(F)F)C2=CC=C(C=C2)F tert-butyl (-)-2-(N-ethyl-N-(2,2,2-trifluoro-1-(4-fluorophenyl)ethyl)sulfamoyl)-5H-pyrrolo[2,3-b]pyrazine-5-carboxylate